CN(CCCOC(N(CCCCCCCCCC(N(CCCCCCCCCC)CCCCCCCCCC)=O)CCCCCCCCCC(=O)N(CCCCCCCCCC)CCCCCCCCCC)=O)C.ClC1=NC=C(C(=O)NOC)C(=C1)NC1=C(C(=CC=C1)C1=NN(C=C1)C)OCC(F)(F)F 6-chloro-N-methoxy-4-((3-(1-methyl-1H-pyrazol-3-yl)-2-(2,2,2-trifluoroethoxy)phenyl)amino)nicotinamide 3-(dimethylamino)propyl-bis(10-(didecylamino)-10-oxodecyl)carbamate